C(C)N1N(C2=NC(=NC=C2C1=O)NC1=CC(=CC=C1)C=1C=NN(C1)C)C1=NC(=CC=C1)OC1CCNCC1 2-ethyl-6-[m-(1-methyl-4-pyrazolyl)phenylamino]-1-[6-(4-piperidyloxy)-2-pyridyl]-1,2-dihydro-3H-1,2,5,7-tetraazainden-3-one